3-(7-(3-methoxyphenyl)-4-oxo-1-((3-(trifluoromethyl)phenyl)sulfonyl)-1,2-dihydroquinazolin-3(4H)-yl)-2,2-dimethylpropionic acid COC=1C=C(C=CC1)C1=CC=C2C(N(CN(C2=C1)S(=O)(=O)C1=CC(=CC=C1)C(F)(F)F)CC(C(=O)O)(C)C)=O